(R)-5-fluoro-4-(4-fluoro-1-isopropyl-2-methyl-1H-benzo[d]imidazol-6-yl)-N-(5-((2-(2-(3-methoxy-3-methylazetidin-1-yl)ethyl)-2-methylmorpholino)methyl)pyridin-2-yl)pyrimidin-2-amine FC=1C(=NC(=NC1)NC1=NC=C(C=C1)CN1C[C@@](OCC1)(C)CCN1CC(C1)(C)OC)C=1C=C(C2=C(N(C(=N2)C)C(C)C)C1)F